6-chloro-3-ethyl-N-(4-fluorobenzyl)-1-isopropyl-1H-pyrazolo[3,4-d]pyrimidin-4-amine ClC1=NC(=C2C(=N1)N(N=C2CC)C(C)C)NCC2=CC=C(C=C2)F